6'-(2-(1-(Cyclopropylsulfonyl)-1H-pyrazol-4-yl)pyrimidin-4-yl)-N4'-((1s,4s)-4-fluorocyclohexyl)-5-((1-(2-fluoroethyl)piperidin-4-yl)oxy)-[2,3'-bipyridine]-4',6'-diamine C1(CC1)S(=O)(=O)N1N=CC(=C1)C1=NC=CC(=N1)C1(C=C(C(=CN1)C1=NC=C(C=C1)OC1CCN(CC1)CCF)NC1CCC(CC1)F)N